N-(5-(4-(difluoromethoxy)phenyl)-2-fluoropyridin-3-yl)-2-((2R,6S)-2,6-dimethylmorpholinyl)pyrimidin-4-amine FC(OC1=CC=C(C=C1)C=1C=C(C(=NC1)F)NC1=NC(=NC=C1)N1C[C@H](O[C@H](C1)C)C)F